BrC1=C(NCC#C)C=CC=C1 2-bromo-N-(propargyl)aniline